sulfosalicylic acid zirconium [Zr].OC(=O)C=1C(O)=CC=C(S(=O)(=O)O)C1